ClC1=NC=C(C(=N1)OC1=NC=2C=CC3=C(C2C=C1)C1=C(S3)C(N[C@@H](CN1)C)=O)COCCF (R)-3-((2-chloro-5-((2-fluoroethoxy)methyl)pyrimidin-4-yl)oxy)-10-methyl-9,10,11,12-tetrahydro-8H-[1,4]diazepino[5',6':4,5]thieno[3,2-f]quinolin-8-one